OCC[13C]#N 3-hydroxypropionitrile-1-13C